CC=1C=CC2=C(C=C(O2)C(=O)O)C1 5-methyl-1-benzofuran-2-carboxylic acid